methyl 5-(3,5-dimethoxy-phenyl)-5-methoxymethyl-4,5-dihydroisoxazole-3-carboxylate COC=1C=C(C=C(C1)OC)C1(CC(=NO1)C(=O)OC)COC